FC(C=1C=C(C=CC1F)NC(N(CC1=NNC(=C1)C(F)(F)F)C=1C=NC(=CC1)OC)=O)F (3-(Difluoromethyl)-4-fluorophenyl)-1-(6-methoxypyridin-3-yl)-1-((5-(trifluoromethyl)-1H-pyrazol-3-yl)methyl)urea